C1(=C(C=CC=C1)COCCCCCCN1C[C@@H]([C@H]([C@@H]([C@H](C1)O)O)O)O)C1=CC=CC=C1 (3S,4R,5R,6S)-1-[6-(2-biphenylylmethoxy)hexyl]-3,4,5,6-azepanetetrol